C([C@H](O)C(C)(C)CO)(=O)[O-] pantoic acid anion